C1(=CC=CC=C1)S(=O)(=O)N1CC2=C(CC1)C=C(S2)C2=NOC(=N2)C(F)(F)F 3-(6-(phenylsulfonyl)-4,5,6,7-tetrahydrothieno[2,3-c]pyridin-2-yl)-5-(trifluoromethyl)-1,2,4-oxadiazole